C1(CCC1)N1C(=NC2=NC(=NC(=C12)SCC1=CC=C(C=C1)OC)OC[C@]12CCCN2C[C@@H](C1)F)C(O)C1=CC(=CC2=CC=C(C(=C12)C#C)F)OCOC (7-Cyclobutyl-2-{[(2R,7aS)-2-fluorotetrahydro-1H-pyrrolizin-7a(5H)-yl]methoxy}-6-[(4-methoxybenzyl)sulfanyl]-7H-purin-8-yl)[8-ethynyl-7-fluoro-3-(methoxymethoxy)-1-naphthyl]methanol